BrC1=CC=C2C(CCN(C2=C1)C1CC1)=O 7-bromo-1-cyclopropyl-1,2,3,4-tetrahydroquinolin-4-one